Br.Br.ClC1=C(C=C2CC[C@@H](CC2=C1)N[C@H](C(=O)NC=1N=CN(C1)C(CNCC(C)(C)C)(C)C)CCC)F (S)-2-(((S)-7-chloro-6-fluoro-1,2,3,4-tetrahydronaphthalen-2-yl)amino)-N-(1-(2-methyl-1-(neopentanylamino)propan-2-yl)-1H-imidazol-4-yl)pentanamide dihydrobromide